8-{6-[N-(2-Methoxyethyl)[6-(trifluoromethyl)-3-pyridyl]carbonylamino]-3-pyridyl}-1-[3-(2-Oxo-1-pyrrolidinyl)propyl]-3-propylxanthine COCCN(C1=CC=C(C=N1)C1=NC=2N(C(N(C(C2N1)=O)CCCN1C(CCC1)=O)=O)CCC)C(=O)C=1C=NC(=CC1)C(F)(F)F